BrC=1C=C(C(=C(C1)OC1CC1)NC)N 4-bromo-6-cyclopropoxy-N1-methylbenzene-1,2-diamine